1-(phenylsulfonyl)-1H-imidazole C1(=CC=CC=C1)S(=O)(=O)N1C=NC=C1